1,3-dimethoxy-5-propylbenzene COC1=CC(=CC(=C1)CCC)OC